(Z)-3-acetamido-4-(2,4,5-trifluorophenyl)-2-butenoic acid methyl ester COC(\C=C(\CC1=C(C=C(C(=C1)F)F)F)/NC(C)=O)=O